C(C)(C)(C)OC(=O)N1CC2(CC1)CCC(CC2)NC2=CC=C1C(=NN(C1=C2)C)C2C(NC(CC2)=O)=O.NCCC[Si](OC)(OC)OC 3-AMINOPROPYL-TRIMETHOXYSILANE tert-butyl-8-((3-(2,6-dioxopiperidin-3-yl)-1-methyl-1H-indazol-6-yl)amino)-2-azaspiro[4.5]decane-2-carboxylate